hydroxycinnamoylCoA OC(C(=O)SCCNC(CCNC([C@@H](C(COP(OP(OC[C@@H]1[C@H]([C@H]([C@@H](O1)N1C=NC=2C(N)=NC=NC12)O)OP(=O)(O)O)(=O)O)(=O)O)(C)C)O)=O)=O)=CC1=CC=CC=C1